4-methyl-2-oxopyridine-1(2H)-carboxylic acid tert-butyl ester C(C)(C)(C)OC(=O)N1C(C=C(C=C1)C)=O